2,3-bis-(2-methoxy-4-nitro-5-sulfophenyl)-2H-tetrazole COC1=C(C=C(C(=C1)[N+](=O)[O-])S(=O)(=O)O)N1NC=NN1C1=C(C=C(C(=C1)S(=O)(=O)O)[N+](=O)[O-])OC